C(C)OC1=CN=CC(=N1)C1=CC(=C(C(=C1)F)N1CC(CC1)CC(=O)O)F {1-[4-(6-ethoxy-pyrazin-2-yl)-2,6-difluoro-phenyl]Pyrrolidin-3-yl}-acetic acid